[N+](=O)([O-])C=1C=CC(=C(C1)N1N=CC(=N1)C(F)(F)F)C(F)(F)F 2-(5-nitro-2-(trifluoromethyl)phenyl)-4-(trifluoromethyl)-2H-1,2,3-triazole